(6S,7S)-6-((2,5-difluoro-[1,1'-biphenyl]-3-yl)methyl)-N-(2,2-difluoropropyl)-7-((fluoromethyl)sulfonamido)-5-azaspiro[2.4]heptane-5-carboxamide FC1=C(C=C(C=C1C[C@@H]1N(CC2(CC2)[C@@H]1NS(=O)(=O)CF)C(=O)NCC(C)(F)F)F)C1=CC=CC=C1